(R)-N-methyl-7-(3-methylisoxazol-5-yl)chroman-4-amine CN[C@@H]1CCOC2=CC(=CC=C12)C1=CC(=NO1)C